N-propylpiperazine-1-carboxamide C(CC)NC(=O)N1CCNCC1